C(C)(C)(C)OC(CN1CCN(CC1)C(CC[C@@H](C(=O)OCC1=CC=CC=C1)NC(=O)OC(C)(C)C)=O)=O benzyl (S)-5-(4-(2-(tert-butoxy)-2-oxoethyl)piperazin-1-yl)-2-((tert-butoxycarbonyl)amino)-5-oxopentanoate